(rac)-2-[6-amino-5-(trifluoromethoxy)pyridin-3-yl]-N-[1-(pyridin-2-yl)cyclobutyl]-6,7-dihydrospiro[pyrazolo[5,1-c][1,4]oxazine-4,3'-pyrrolidine]-1'-carboxamide NC1=C(C=C(C=N1)C1=NN2C(=C1)[C@@]1(CN(CC1)C(=O)NC1(CCC1)C1=NC=CC=C1)OCC2)OC(F)(F)F |r|